CC1=NC=2C=CC=C(C2C=C1)S(=O)(=O)C1(OCCC1)C(=O)N (2-methylquinoline-5-sulfonyl)oxolane-2-carboxamide